CC1=C2C=CN=C(C2=CC=C1)C(C)(C)NC(C[C@@H]1N(CCC1)C)=O (R)-N-(2-(5-methylisoquinolin-1-yl)propan-2-yl)-2-(1-methylpyrrolidin-2-yl)acetamide